N[C@@]1([C@H](O)C[C@@H](CO)O1)N1C(=O)N=C(N)C=C1 amino-3'-deoxycytidine